ClC=1N=C(NC1)N1C(N(C(C1)C#N)C1=CN=CC2=CC=CC=C12)=O 1-(4-chloro-1H-imidazol-2-yl)-3-(isoquinolin-4-yl)-2-oxoimidazolidine-4-carbonitrile